methyl (S)-3-fluoro-4-(3-(4-(trifluoromethyl) phenoxy)pyrrolidin-1-yl)benzoate FC=1C=C(C(=O)OC)C=CC1N1C[C@H](CC1)OC1=CC=C(C=C1)C(F)(F)F